OC1=C(C=CC=C1OC)S(=O)(=O)O 2-hydroxy-3-methoxybenzenesulfonic acid